N1=C(C=CC=C1)C1=NC=CC=N1 (pyridin-2-yl)pyrimidin